2-methyl-2-(propionamido)propane CC(C)(C)NC(CC)=O